1,2-Dilinoleyloxy-3-(3'-hydroxypiperidino)-propylamine C(CCCCCCC\C=C/C\C=C/CCCCC)OC(C(CN1CC(CCC1)O)OCCCCCCCC\C=C/C\C=C/CCCCC)N